potassium 1,1,1,2,2,4,4,5,5,5-decafluoro-3-(perfluoroethyl)pentan-3-olate FC(C(C(C(C(F)(F)F)(F)F)([O-])C(C(F)(F)F)(F)F)(F)F)(F)F.[K+]